2-[(4-{[2-(dimethylamino)ethyl](methyl)amino}-2-methoxyphenyl)amino]-8-methyl-5-[2-(triisopropylsilyl)ethynyl]pyrido[2,3-d]pyrimidin-7-one CN(CCN(C1=CC(=C(C=C1)NC=1N=CC2=C(N1)N(C(C=C2C#C[Si](C(C)C)(C(C)C)C(C)C)=O)C)OC)C)C